4,4'-azoxyanisole [N+]([O-])(=NC1=CC=C(C=C1)OC)C1=CC=C(C=C1)OC